3-(hydroxymethyl)-2-methoxybenzenesulfonamide OCC=1C(=C(C=CC1)S(=O)(=O)N)OC